ClC=1C=C(C=C2C=C(N=CC12)NC(=O)[C@H]1[C@@H](C1)C#N)C1=C(C2=NC=CN=C2N=C1)C |r| (±)-trans-N-(8-chloro-6-(8-methylpyrido[3,2-b]pyrazin-7-yl)isoquinolin-3-yl)-2-cyanocyclopropaneCarboxamide